COC1=CC=C2C(=CC(OC2=C1)=O)CC(=O)N[C@@H](C)C(=O)O (7-methoxycoumarin-4-yl)acetyl-Alanine